(R)-6-(2-(3-chlorophenyl)-2-hydroxyacetyl)-2-(1-(3-phenoxyphenyl)cyclopropyl)-3,5,6,7,8,9-hexahydro-4H-pyrimido[5,4-c]azepin-4-one ClC=1C=C(C=CC1)[C@H](C(=O)N1CC2=C(CCC1)N=C(NC2=O)C2(CC2)C2=CC(=CC=C2)OC2=CC=CC=C2)O